2-methyl-3-(benzyl)imidazole bromide [Br-].CC1=NC=CN1CC1=CC=CC=C1